tert-butyl 10-oxa-7-azadispiro[2.0.5.1]decane-7-carboxylate C1CC12C1(CCN(CC1)C(=O)OC(C)(C)C)O2